Cl.COC1=C(C(=CC(=C1)OC)OC)CN (2,4,6-trimethoxyphenyl)methylamine hydrochloride